thiazoleAL S1C(=NC=C1)C=O